C12CN(CC(CC1)N2)C=2C1=C(N=C(N2)OCC2C3(CCCN3C)CCC2)C(=C(N=C1)C1=CC(=CC2=CC=C(C(=C12)C#C)F)O)F 4-(4-{3,8-diazabicyclo[3.2.1]oct-3-yl}-8-fluoro-2-({1-methyl-1-azaspiro[4.4]nonan-6-yl}methoxy)pyrido[4,3-d]pyrimidin-7-yl)-5-ethynyl-6-fluoronaphthalen-2-ol